1-cyclopropyl-6-oxo-1,6-dihydropyridine-3,4-dicarboxylic acid dimethyl ester COC(=O)C1=CN(C(C=C1C(=O)OC)=O)C1CC1